cyclohexane-carboxylic acid-amide C1(CCCCC1)C(=O)N